C(C)C1(C(NNC1=O)=O)CC 4,4-diethylpyrazolidine-3,5-dione